dihydrospiro[pyrrolidine-3,2'-pyrrolo[3,2-b]pyridin]-2-one N1C2(CC3=NC=CC=C31)C(NCC2)=O